tert-butyl (3S,4R)-4-[(chlorocarbonyl)[(4-fluorophenyl)methyl]amino]-3-fluoropiperidine-1-carboxylate ClC(=O)N([C@H]1[C@H](CN(CC1)C(=O)OC(C)(C)C)F)CC1=CC=C(C=C1)F